OC1(CN(C1)CC(C)(C)C)C#CC1=CC2=C(OC[C@@H](C(N2C)=O)NC(C2=NC=CC(=C2)OC2=CC=CC=C2)=O)C=C1 (S)-N-(7-((3-hydroxy-1-neopentylazetidin-3-yl)ethynyl)-5-methyl-4-oxo-2,3,4,5-tetrahydrobenzo[b][1,4]oxazepin-3-yl)-4-phenoxypicolinamide